COC(=O)C=1C=CC(=C(C[Zn+])C1)C(F)(F)F (5-(methoxycarbonyl)-2-(trifluoromethyl)benzyl)zinc (II)